C(C)(C)(C)C1=CC=C(C(=O)NC(NC2=CC=C(C=C2)B(O)O)=S)C=C1 (4-(3-(4-(tert-butyl)benzoyl)thioureido)phenyl)boronic acid